CC(=C)C1CCC2(C(C1)O2)C The molecule is an epoxide resulting from the formal epoxidation of the cyclic double bond of limonene. It has a role as a plant metabolite. It is a limonene monoterpenoid and an epoxide.